COC(=O)C1=CC=C(C=C1)CCC(=O)O 3-(4-(methoxycarbonyl)phenyl)propanoic acid